1-cinnamyl-9-methyl-4-oxo-3-(3-(trifluoromethyl)phenyl)-4H-pyrido[1,2-a]pyrimidin-1-ium-2-ol C(C=CC1=CC=CC=C1)[N+]1=C2N(C(C(=C1O)C1=CC(=CC=C1)C(F)(F)F)=O)C=CC=C2C